CN1C(C=2CCCCC2C(=C1)C(=O)OCC)=O ethyl 2-methyl-1-oxo-1,2,5,6,7,8-hexahydroisoquinoline-4-carboxylate